5-(7-((2S,2S)-2-(4-fluoro-1-(2,2,2-trifluoroethyl)-1H-indazol-6-yl)cyclopropyl)pyrazolo[1,5-a]pyrimidin-5-yl)pyrimidine-2,4(1H,3H)-dione FC1=C2C=NN(C2=CC(=C1)[C@@H]1C(C1)C1=CC(=NC=2N1N=CC2)C=2C(NC(NC2)=O)=O)CC(F)(F)F